1,3-bis(hex-5-ynoyloxy)-2-((hex-5-ynoyloxy)methyl)propan C(CCCC#C)(=O)OCC(COC(CCCC#C)=O)COC(CCCC#C)=O